2-(4-(5-Chloro-2-(4-chloro-1H-1,2,3-triazol-1-yl)phenyl)-2,5-dioxapiperazin-1-yl)-N-(4-(dimethylphosphoryl)phenyl)-3-phenylpropanamide ClC=1C=CC(=C(C1)N1CON(CO1)C(C(=O)NC1=CC=C(C=C1)P(=O)(C)C)CC1=CC=CC=C1)N1N=NC(=C1)Cl